[Cd+2].P([O-])([O-])[O-].[Pb+2] lead phosphite, cadmium salt